BrC1=CC=C(C(=C1)C1=CC(=CC=C1)Cl)S(=O)(=O)Cl 5-bromo-3'-chloro-[1,1'-biphenyl]-2-sulfonyl chloride